C(C)C1(OC2=CC(=CC=C2CC1)O)C1=CC=CC=C1 2-Ethyl-2-phenyl-3,4-dihydrochromen-7-ol